CC=1C(=NC(=NC1N1CCCCC1)OC1=CC=C(C=C1)C)NC1=NNC(=C1)C 5-methyl-N-(5-methyl-1H-pyrazol-3-yl)-6-(piperidin-1-yl)-2-(p-tolyloxy)pyrimidin-4-amine